2-((4-morpholinophenyl)amino)pyrido[3,4-d]pyrimidin O1CCN(CC1)C1=CC=C(C=C1)NC=1N=CC2=C(N1)C=NC=C2